FC(OC=1C=C(C=CC1)[C@@H]1CC2(CN(C2)C=O)CC1)(F)F ((S)-6-(3-(trifluoromethoxy)phenyl)-2-azaspiro[3.4]octan-2-yl)methanon